C=CC=CCCC=C 1,3,7-octatriene